2-amino-3-O-benzyl-2-deoxy-α-D-glucopyranose N[C@H]1[C@@H](O)O[C@@H]([C@H]([C@@H]1OCC1=CC=CC=C1)O)CO